(1R,3S,5R)-N-(6-bromopyridin-2-yl)-2-(2-(2,4-diamino-7H-pyrrolo[2,3-d]pyrimidin-7-yl)acetyl)-2-azabicyclo[3.1.0]hexane-3-carboxamide BrC1=CC=CC(=N1)NC(=O)[C@H]1N([C@@H]2C[C@@H]2C1)C(CN1C=CC2=C1N=C(N=C2N)N)=O